14-Methoxy-8,8-dimethyl-2-phenyl-7a,8-dihydrobenzo[d]naphtho[1,2-f]pyrazolo[5,1-b][1,3]oxazepin-9(10H)-one COC1=CC2=C(N3C(OC4=C2C=2C=C(C=CC2C=C4)C4=CC=CC=C4)C(C(N3)=O)(C)C)C=C1